NC1=C(C=C2C(=N1)C(C=1C(=CC=CC1O2)Cl)=O)OC=2C=CC(=NC2)N2CCC(CC2)C=O 1-(5-((2-amino-9-chloro-10-oxo-10H-chromeno[3,2-b]pyridin-3-yl)oxy)pyridin-2-yl)piperidine-4-carbaldehyde